C1CNCCC1C(C2=CC=CC=C2)(C3=CC=CC=C3)O α,α-diphenyl-4-piperidinomethanol